C(C)(C)(C)OC(=O)N1[C@H](CCC1)C=1N(C2=CC(=CC=C2C1)[N+](=O)[O-])S(=O)(=O)C (2R)-2-(1-methanesulfonyl-6-nitroindol-2-yl)pyrrolidine-1-carboxylic acid tert-butyl ester